N1C=CC=2C(=NC=CC21)C2=CC=C(C(=O)NCC=1C(=NN(C1C)C)C)C=C2 4-(1H-pyrrolo[3,2-c]pyridin-4-yl)-N-[(1,3,5-trimethyl-1H-pyrazol-4-yl)methyl]benzamide